6-piperazin-1-yl-3,4-dihydroisoquinolin-1-one N1(CCNCC1)C=1C=C2CCNC(C2=CC1)=O